ClC=1C(=NC=CC1)N1N=C(C=C1C1=NC2=C(C(O1)=O)C1=C(C=C2C)N=NN1)C(F)F 7-[2-(3-chloro-2-pyridinyl)-5-(difluoromethyl)pyrazol-3-yl]-5-methyl-1H-triazolo[4,5-f][3,1]benzoxazin-9-one